6-{6-methoxy-5-[(3-phenoxypropyl)carbamoyl]pyridin-3-yl}-N-methyl-1H-indazole-3-carboxamide COC1=C(C=C(C=N1)C1=CC=C2C(=NNC2=C1)C(=O)NC)C(NCCCOC1=CC=CC=C1)=O